[3-(5-chloro-2-hydroxy-4-methylphenyl)phenyl]-morpholin-4-ylmethanone ClC=1C(=CC(=C(C1)C=1C=C(C=CC1)C(=O)N1CCOCC1)O)C